3,3'-bi(1,2,4-triazol) N1=NC(N=C1)=C1N=NC=N1